C(#N)C1=CC2=C(N=C(N=C2)NC2=CC(=C(C(=C2)F)N2CCN(CC2)C(=O)OC(C)(C)C)F)N(C1=O)C1CCCC1 tert-butyl 4-(4-((6-cyano-8-cyclopentyl-7-oxo-7,8-dihydropyrido[2,3-d]pyrimidin-2-yl)amino)-2,6-difluorophenyl)piperazine-1-carboxylate